3β-Acetoxy-17-(1H-benzimidazol-1-yl)-16-((isopentylamino)methyl)-androsta-5,16-diene C(C)(=O)O[C@@H]1CC2=CC[C@H]3[C@@H]4CC(=C([C@@]4(C)CC[C@@H]3[C@]2(CC1)C)N1C=NC2=C1C=CC=C2)CNCCC(C)C